C1C2CCC1C=1N2C2=C(N1)C(=CC=C2)NC(OC(C)(C)C)=O tert-butyl (1,2,3,4-tetrahydro-1,4-methylenebenzo[4,5]imidazo[1,2-a]pyridin-6-yl)carbamate